(rac)-6-(3-fluoro-5-isopropylphenyl)-2-azaspiro[3.4]Octane FC=1C=C(C=C(C1)C(C)C)[C@H]1CC2(CNC2)CC1 |r|